3-(2-(aminomethyl)-7-oxo-7,9-dihydro-8H-pyrrolo[3,4-h]quinolin-8-yl)piperidine-2,6-dione NCC1=NC2=C3C(=CC=C2C=C1)C(N(C3)C3C(NC(CC3)=O)=O)=O